N-(4-((4-(4-chloro-6-methylpyridin-2-yl)piperazin-1-yl)sulfonyl)phenyl)-2-(N-methylmethylsulfonamido)benzamide ClC1=CC(=NC(=C1)C)N1CCN(CC1)S(=O)(=O)C1=CC=C(C=C1)NC(C1=C(C=CC=C1)N(S(=O)(=O)C)C)=O